OC1C[C@@H]2[C@@H](CN(C2)C(=O)OC(C)(C)C)C1 t-butyl (3aR,5s,6aS)-5-hydroxyhexahydrocyclopenta[c]pyrrole-2(1H)-carboxylate